O1COC2=C1C=CC(=C2)[C@H]2N[C@H](CC1=C2NC2=CC=CC=C12)C(=O)O (1R,3R)-1-(benzo[d][1,3]dioxol-5-yl)-2,3,4,9-tetrahydro-1H-pyrido[3,4-b]indole-3-carboxylic acid